C(C)(C)(C)OC(=O)C1=CC=C(OC2=CC(=C(C(=O)OC)C=C2)C)C=C1 methyl 4-(4-(tert-butoxycarbonyl) phenoxy)-2-methylbenzoate